ClC=1C=C(C=2N(N1)C(=NN2)C2CC2)NC=2C(=NC=CC2)OC 6-chloro-3-cyclopropyl-N-(2-methoxypyridin-3-yl)-[1,2,4]triazolo[4,3-b]pyridazin-8-amine